1,6-Di-O-phosphonohex-2-ulofuranose C(C1C(C(C(O1)(COP(=O)(O)O)O)O)O)OP(=O)(O)O